CC1=C(C=CC=C1C)C(CO)C 2-(2,3-dimethylphenyl)propanol